FC(C=1C=C(C=C(C1)C(F)(F)F)NS(=O)(=O)C1=C(C=C(C=C1C)OCCCC#N)C)(F)F N-(3,5-bis(trifluoromethyl)phenyl)-4-(3-cyanopropoxy)-2,6-dimethylbenzene-sulfonamide